benzyl 4-((4-aminobenzyl)(methyl)amino)piperidine-1-carboxylate NC1=CC=C(CN(C2CCN(CC2)C(=O)OCC2=CC=CC=C2)C)C=C1